2-[2-(hexyloxy)ethoxy]ethanol C(CCCCC)OCCOCCO